(R)-3-(1,4-dimethyl-1H-benzo[d][1,2,3]triazol-5-yl)-3-(3-(((S)-7-hydroxy-2-isopropyl-2,3-dihydropyrido[2,3-f][1,4]oxazepin-4(5H)-yl)methyl)-4-methylphenyl)propanoic acid CN1N=NC2=C1C=CC(=C2C)[C@H](CC(=O)O)C2=CC(=C(C=C2)C)CN2C[C@@H](OC1=C(C2)N=C(C=C1)O)C(C)C